C(\C=C\C(=O)OC1CCCC1)(=O)OC1CCC(CC1)C(C)(C)CC (4-tert-pentylcyclohexyl) cyclopentyl fumarate